[NH4+].C(=O)([O-])CSC[C@H](N)C(=O)[O-].[NH4+] S-(carboxymethyl)-L-cysteine ammonium salt